C(CCCCCCCCCCCCCCC)(=O)OCC palmitic acid, ethyl ester